5-(3-bromophenyl)-9-fluoro-5,8,8-trimethyl-9,10-dihydro-7H-benzo[b][1,8]naphthyridin-6-one BrC=1C=C(C=CC1)C1(C2=C(NC=3N=CC=CC13)C(C(CC2=O)(C)C)F)C